BrC1=NN2C(C(N(CC2)C2=C(C=C(C=C2)C2=NC3=CC=C(C=C3C=N2)C(F)(F)F)C)=O)C1C 2-bromo-3-methyl-5-[2-methyl-4-[6-(trifluoromethyl)-quinazolin-2-yl]phenyl]-3H,3ah,4H,5H,6H,7H-pyrazolo[1,5-a]pyrazin-4-one